N=1N=C(NC1)S 4H-1,2,4-triazole-3-thiol